ClC=1C=C2C(N3C(=NC2=CC1Cl)[C@H]1CCCN([C@@H]1CC3)CC3CCOCC3)=O |r| (±)-(4aR,13bS)-10,11-dichloro-4-((tetrahydro-2H-pyran-4-yl)methyl)-1,2,3,4,4a,5,6,13b-octahydro-8H-[1,6]naphthyridino[5,6-b]quinazolin-8-one